OCC([C@H](C[C@H]1C(NCC1)=O)NC([C@H](CC(C)C)NC(OC(C(C)(C)C1=CC(=CC=C1)Cl)C1=CC=CC=C1)=O)=O)=O 2-(3-Chlorophenyl)-2-methyl-1-phenylpropyl ((S)-1-(((S)-4-hydroxy-3-oxo-1-((S)-2-oxopyrrolidin-3-yl)butan-2-yl)amino)-4-methyl-1-oxopentan-2-yl)carbamate